C(C)N(CC)S(F)(F)F (N,N-diethylamino)sulfur trifluoride